(R)-pyrrolidin-3-yl(4-(quinolin-4-yl)piperazin-1-yl)methanone N1C[C@@H](CC1)C(=O)N1CCN(CC1)C1=CC=NC2=CC=CC=C12